ClC=1C=C(C=CC1)C1=NN(C=C1)C=1N=C(C2=C(N1)C=C(O2)C2=NC=CC=C2)N2CCOCC2 2-[3-(3-chlorophenyl)pyrazol-1-yl]-4-morpholino-6-(2-pyridyl)furo[3,2-d]pyrimidine